6H-pyrrolo-[4,5-f]1,2-benzisoxazol-6-one maleate C(\C=C/C(=O)O)(=O)O.O1N=CC=2C1=CC=1C(C2)=CC(N1)=O